C1(CC1)C1=C(C(=NO1)C1=C(C=CC=C1Cl)Cl)/C=C/C12CCC(CC1)(CC2)C=2SC1=C(N2)C=CC=C1 (E)-2-(4-(2-(5-Cyclopropyl-3-(2,6-dichlorophenyl)isoxazol-4-yl)vinyl)bicyclo[2.2.2]octan-1-yl)benzo[d]thiazol